5-{5-[5-Fluoro-6-(2-methoxyethoxy)-1H-indazol-3-yl]-1,2-oxazol-3-yl}pyridine-2-carboxylic acid FC=1C=C2C(=NNC2=CC1OCCOC)C1=CC(=NO1)C=1C=CC(=NC1)C(=O)O